C[N+]1=CC=CC=C1 N-methylpyridinium